4-((2R,3S)-1-acetyl-4-acryloyl-3-methylpiperazin-2-yl)-6-chloro-6'-fluoro-N-methyl-[2,4'-bipyridine]-2'-carboxamide C(C)(=O)N1[C@@H]([C@@H](N(CC1)C(C=C)=O)C)C1=CC(=NC(=C1)Cl)C1=CC(=NC(=C1)F)C(=O)NC